FC(C=1C=C(C(=C(C#N)C1)C)OC1=C(N=CN(C1=O)CC1=C(N=CNC1=O)C)C(C(F)F)(F)F)F 5-(difluoromethyl)-2-methyl-3-((1-((4-methyl-6-oxo-1,6-dihydropyrimidin-5-yl)methyl)-6-oxo-4-(1,1,2,2-tetrafluoroethyl)-1,6-dihydropyrimidin-5-yl)oxy)benzonitrile